C(C)(=O)N1CN(CN(CN(C1)C(C)=O)C(C)=O)C(C)=O 1,3,5,7-tetraacetyl-1,3,5,7-tetrazacyclooctane